FC=1C=C(C(=O)O)C=CC1CC=1C=2N(C=C(N1)C1=NC=C(C(=N1)O)F)C=CN2 3-fluoro-4-{[6-(5-fluoro-4-hydroxypyrimidin-2-yl)imidazo[1,2-a]pyrazin-8-yl]methyl}benzoic acid